benzyl-5-benzyl-1-methyl-1H-pyrazole-3-carboxamide C(C1=CC=CC=C1)C=1C(=NN(C1CC1=CC=CC=C1)C)C(=O)N